(4,6-dichloro-3-quinolyl)-morpholino-methanone ClC1=C(C=NC2=CC=C(C=C12)Cl)C(=O)N1CCOCC1